trans-2-(4-((3-(3-Cyclopropyl-1H-1,2,4-triazol-1-yl)phenyl)((4-(4-methoxy-3-methylphenyl)bicyclo[2.2.2]octan-1-yl)methyl)carbamoyl)cyclohexyl)acetic acid C1(CC1)C1=NN(C=N1)C=1C=C(C=CC1)N(C(=O)[C@@H]1CC[C@H](CC1)CC(=O)O)CC12CCC(CC1)(CC2)C2=CC(=C(C=C2)OC)C